C(C)(C)C=1C=2N(C=CC1)N=C(C2)[C@@H]2N(CCC1=C2N=CN1)C(=O)C=1OC(=NN1)C1=NN(C=C1)C (R)-(4-(4-isopropylpyrazolo[1,5-a]pyridin-2-yl)-1,4,6,7-tetrahydro-5H-imidazo[4,5-c]pyridin-5-yl)(5-(1-methyl-1H-pyrazol-3-yl)-1,3,4-oxadiazol-2-yl)methanone